C(#N)C1=CC(=C(C=C1)C1C(=C(NC2=C(C=NC(=C12)OCC1(CC1)C#N)C)C)C(=O)N)OC 4-(4-cyano-2-methoxyphenyl)-5-((1-cyanocyclopropyl)methoxy)-2,8-dimethyl-1,4-dihydro-1,6-naphthyridine-3-carboxamide